4-(3-(2,6-dioxopiperidin-3-yl)-1-methyl-1H-indazol-6-yl)-3,3-difluoropiperidin-1-Acetic acid hydrochloride Cl.O=C1NC(CCC1C1=NN(C2=CC(=CC=C12)C1C(CN(CC1)CC(=O)O)(F)F)C)=O